C1(=CC=CC=C1)SC1=CC=C(C=C1)C(CCCCCCC)=O 1-[4-(phenylthio)phenyl]-1-octanone